5-((2S,4S)-1-((4-methoxyphenyl)sulfonyl)-4-phenylpyrrolidin-2-yl)-3-(3-phenylpropyl)-1,2,4-oxadiazole COC1=CC=C(C=C1)S(=O)(=O)N1[C@@H](C[C@H](C1)C1=CC=CC=C1)C1=NC(=NO1)CCCC1=CC=CC=C1